dicyanophthalonitrile C(#N)C=1C(=C(C(C#N)=CC1)C#N)C#N